N[C@H](CCC(NCCOCCOCC(NCCOCCOCC(=O)OC)=O)=O)C(=O)OC(C)(C)C (R)-23-tert-butyl 1-methyl 22-amino-10,19-dioxo-3,6,12,15-tetraoxa-9,18-diazatricosane-1,23-dioate